3-((1H-pyrrolo[2,3-b]pyridin-5-yl)oxy)-4'-(2-(2-chlorophenyl)pyrrolidin-1-yl)-N-((4-(((3-hydroxyoxetan-3-yl)methyl)amino)-3-nitrophenyl)sulfonyl)-[1,1'-biphenyl]-4-carboxamide N1C=CC=2C1=NC=C(C2)OC=2C=C(C=CC2C(=O)NS(=O)(=O)C2=CC(=C(C=C2)NCC2(COC2)O)[N+](=O)[O-])C2=CC=C(C=C2)N2C(CCC2)C2=C(C=CC=C2)Cl